ethyl 5-chloro-4-methyl-1-((2-(trimethylsilyl)ethoxy)methyl)-1H-imidazole-2-carboxylate ClC1=C(N=C(N1COCC[Si](C)(C)C)C(=O)OCC)C